(R)-1'-(6-((2-amino-3-chloropyridin-4-yl)thio)pyrido[2,3-b]pyrazin-2-yl)-2-methyl-5,7-dihydrospiro[cyclopenta[b]pyridine-6,4'-piperidine]-5-amine NC1=NC=CC(=C1Cl)SC=1C=CC=2C(=NC=C(N2)N2CCC3(CC2)[C@H](C=2C(=NC(=CC2)C)C3)N)N1